N-([1,1'-biphenyl]-4-yl)-9,9-dimethyl-9H-fluorene-2-amine C1(=CC=C(C=C1)NC1=CC=2C(C3=CC=CC=C3C2C=C1)(C)C)C1=CC=CC=C1